N-(4,4-dimethylcyclohexyl)-4-fluoro-1H-pyrrolo[2,3-c]pyridine-2-carboxamide CC1(CCC(CC1)NC(=O)C1=CC=2C(=CN=CC2F)N1)C